C1(=CC=CC=C1)C(C)C1=NC(=NO1)C=1C=C(C=C(C1)C(F)(F)F)NCC1=CC=C(S1)C(=O)O 5-(((3-(5-(1-phenylethyl)-1,2,4-oxadiazol-3-yl)-5-(trifluoromethyl)phenyl)amino)methyl)thiophene-2-carboxylic acid